(t-butoxy)tin C(C)(C)(C)O[Sn]